(R)-(1-tritylazetidin-2-yl)methanol C(C1=CC=CC=C1)(C1=CC=CC=C1)(C1=CC=CC=C1)N1[C@H](CC1)CO